FC(C1=CC=CS1)F 5-(difluoromethyl)thiophene